C(#N)C1=C(OC=2C=C3C(N(C=NC3=CC2)C=2C=NN(C2)C2CCNCC2)=O)C(=CC=C1NS(N(C)CC)(=O)=O)F 6-[2-cyano-3-[[ethyl(methyl)sulfamoyl]amino]-6-fluoro-phenoxy]-4-oxo-3-[1-(4-piperidyl)pyrazol-4-yl]quinazoline